8-(4-chloro-2-fluoro-phenyl)-3-methyl-6-[rac-(2R,4R)-2-(1-methylpyrazol-4-yl)tetrahydropyran-4-yl]-2-(trifluoromethyl)pyrimido[5,4-d]pyrimidin-4-one ClC1=CC(=C(C=C1)C1=NC(=NC2=C1N=C(N(C2=O)C)C(F)(F)F)[C@H]2C[C@@H](OCC2)C=2C=NN(C2)C)F |r|